2-amino-8-((1R,2R)-2-hydroxy-2-methylcyclopentyl)-6-iodopyrido[2,3-d]pyrimidin-7(8H)-one NC=1N=CC2=C(N1)N(C(C(=C2)I)=O)[C@H]2[C@](CCC2)(C)O